ClC1=NC=C(C=C1)CN1CCN2C1=C(C=CC2=O)C(F)(F)F 1-((2-chloropyridin-5-yl)methyl)-8-trifluoromethyl-2,3-dihydro-imidazo[1,2-a]pyridin-5(1H)-one